C(C)(C)(C)OC(=O)N1C[C@@H]2CN(C[C@@H]2C1)C1=NC=C(C(=C1)C(=O)OCC)C.CC(C)(C)S(=O)/N=C/C=1OC=CN1 (E)-2-methyl-N-(oxazol-2-ylmethylene)propane-2-sulfinamide tert-butyl-(3aR,6aS)-5-(4-(ethoxycarbonyl)-5-methylpyridin-2-yl)hexahydropyrrolo[3,4-c]pyrrole-2(1H)-carboxylate